(4-[2-(4-bromo-1H-pyrazol-1-yl)-ethoxy]-phenyl)-6-chloro-1-methyl-9H-pyrido[3,4-b]indole BrC=1C=NN(C1)CCOC1=CC=C(C=C1)C1=CC2=C(NC3=CC=C(C=C23)Cl)C(=N1)C